NC1(C(C(CCC1)O)=O)C1=C(C=C(C=C1)Cl)F 2-amino-2-(4-chloro-2-fluorophenyl)-6-hydroxycyclohexane-1-one